[O-]CCCC.[O-]CCCC.[O-]CCCC.C(C)(C)(C)[Sn+3] t-butyltin tributoxide